C(CCC)C1(N(S(C2=C(N(C1)C1=CC=CC=C1)C=C(C(=C2)O/C(=C/C(=O)O)/C)SC)(=O)=O)CC2=CC=C(C=C2)OC)CCCC (E)-3-((3,3-dibutyl-2-(4-methoxybenzyl)-7-(methylthio)-1,1-dioxido-5-phenyl-2,3,4,5-tetrahydro-1,2,5-benzothiadiazepin-8-yl)oxy)but-2-enoic Acid